3-fluoro-5-(2-(3-(2-fluorobenzyloxy)-3-phenylpropylsulfonyl)-6-methylpyrimidin-4-yl)-1-((2-methoxypyridin-4-yl)methyl)pyridin-2(1H)-one FC=1C(N(C=C(C1)C1=NC(=NC(=C1)C)S(=O)(=O)CCC(C1=CC=CC=C1)OCC1=C(C=CC=C1)F)CC1=CC(=NC=C1)OC)=O